C(N)(O[C@H]1C[C@H](CCC1)C1=NN=C2N1C=C(C=C2)Br)=O [(1R,3S)-3-(6-bromo-[1,2,4]triazolo[4,3-a]pyridin-3-yl)cyclohexyl] carbamate